3-(methoxymethyl)-5-nitro-1H-pyrazole COCC1=NNC(=C1)[N+](=O)[O-]